C(C)C(CSCCCCCCCCCCCN(CC(CO)(F)F)CCCCCCCCCCCSCC(CCCC)CC)CCCC 3-(bis(11-((2-ethylhexyl)thio)undecyl)amino)-2,2-difluoropropan-1-ol